1-cyclobutyl-N-(2-(2,6-dioxopiperidin-3-yl)-1-oxoisoindolin-5-yl)-1H-pyrazolo[3,4-b]pyridine-5-carboxamide C1(CCC1)N1N=CC=2C1=NC=C(C2)C(=O)NC=2C=C1CN(C(C1=CC2)=O)C2C(NC(CC2)=O)=O